(1S,2R)-2-ALLYL-2-METHYLCYCLOPENTANOL C(C=C)[C@@]1([C@H](CCC1)O)C